N-{1-[(4-{3-[(3-fluoro-2-methoxyphenyl)amino]-4-oxo-1H,5H,6H,7H-pyrrolo[3,2-c]pyridin-2-yl}pyridin-3-yl)oxy]-2-methylpropan-2-yl}prop-2-enamide FC=1C(=C(C=CC1)NC1=C(NC2=C1C(NCC2)=O)C2=C(C=NC=C2)OCC(C)(C)NC(C=C)=O)OC